(2R)-4,4-dimethyl-2-(spiro[2.3]hexan-5-ylamino)pentan-1-ol CC(C[C@H](CO)NC1CC2(CC2)C1)(C)C